[S-2].[Zn+2].[V+5] Vanadium-zinc sulfide